N-(6-amino-5-ethylpyridin-3-yl)-2-((5S)-2-(5-fluoro-3-oxo-3,4-dihydrospiro[benzo[b][1,4]oxazin-2,1'-cyclopropan]-7-yl)-5-methylpiperidin-1-yl)-2-oxoacetamide NC1=C(C=C(C=N1)NC(C(=O)N1C(CC[C@@H](C1)C)C=1C=C(C2=C(OC3(CC3)C(N2)=O)C1)F)=O)CC